[Tb].[La] Lanthanum-terbium